7-cyclopropyl-2-(2,6-dioxopiperidin-3-yl)-3-oxoisoindoline-4-carbonitrile C1(CC1)C1=CC=C(C=2C(N(CC12)C1C(NC(CC1)=O)=O)=O)C#N